Cl.BrC1=C(N=CC(=N1)NC(=O)[C@H]1N[C@@H]2C[C@@H]2C1)C (1R,3S,5R)-N-(6-bromo-5-methylpyrazin-2-yl)-2-azabicyclo[3.1.0]Hexane-3-carboxamide hydrochloride